benzyl 3-methyl-3-nitrobutyrate CC(CC(=O)OCC1=CC=CC=C1)(C)[N+](=O)[O-]